COC1CC(N(C1)C(CNC(CCCOC1=CC=CC=C1)=O)=O)C(=O)N 4-methoxy-1-((4-phenoxy-butyryl)glycyl)pyrrolidine-2-carboxamide